COC1=C(C=C(C=C1)[N+](=O)[O-])OC1CCC(CC1)C(F)(F)F 1-Methoxy-4-nitro-2-(((1s,4s)-4-(trifluoromethyl)cyclohexyl)oxy)benzene